(R)-N-((S)-(3-chloro-2,4-difluorophenyl)(trans-3-(trifluoromethyl)cyclobutyl)methyl)-2-cyclopropyl-3-oxopiperazine-1-carboxamide ClC=1C(=C(C=CC1F)[C@@H](NC(=O)N1[C@@H](C(NCC1)=O)C1CC1)[C@@H]1C[C@H](C1)C(F)(F)F)F